ClC=1C=C2C(=NC1)C(CN2)(C)C 6-Chloro-3,3-dimethyl-2,3-dihydro-1H-pyrrolo[3,2-b]pyridine